C1(CCC1)C=1C=C(C=CC1)N1C(NC2C(SC=3N=CC=C1C32)C(=O)N[C@H]3CN(CCC3)C(=O)O)=O (R)-3-(5-(3-cyclobutylphenyl)-4-oxo-4,5-dihydro-3H-1-thia-3,5,8-triazaAcenaphthene-2-carboxamido)piperidine-1-carboxylic acid